O=C1NC(CC[C@@H]1C1=CC=C(C=C1)N1CCC2(CC(C2)C=O)CC1)=O |r| rac-7-{4-[(3R)-2,6-dioxopiperidin-3-yl]phenyl}-7-azaspiro[3.5]nonane-2-carbaldehyde